2-amino-N-(4,4-diethyl-7-(trifluoromethyl)-4H-chromeno[4,3-d]thiazol-2-yl)-4,6-dimethoxypyrimidine-5-carboxamide NC1=NC(=C(C(=N1)OC)C(=O)NC=1SC2=C(N1)C=1C=CC(=CC1OC2(CC)CC)C(F)(F)F)OC